ethyl 4-(4-(4-(2-((tert-butoxycarbonyl)amino)-2-methylpropanoyl) piperazine-1-carboxamido)-2-oxopyrimidin-1(2H)-yl)cyclohex-3-ene-1-carboxylate C(C)(C)(C)OC(=O)NC(C(=O)N1CCN(CC1)C(=O)NC1=NC(N(C=C1)C1=CCC(CC1)C(=O)OCC)=O)(C)C